CC1=C(C=2N(N=C1N1CC=3C=C(C=NC3CC1)C1=NN(C=C1)C)C=NN2)C 6-(7,8-dimethyl-[1,2,4]triazolo[4,3-b]pyridazin-6-yl)-3-(1-methylpyrazol-3-yl)-7,8-dihydro-5H-1,6-naphthyridine